propylidene(propylidene)acetic acid C(CC)=CCC=CC(=O)O